1'H-2,2'-biimidazole N1C(=NC=C1)C=1NC=CN1